triaminoethylamino-cholesterol NC(CNCC(C)CCC[C@@H](C)[C@H]1CC[C@H]2[C@@H]3CC=C4C[C@@H](O)CC[C@]4(C)[C@H]3CC[C@]12C)(N)N